O1CCC(CC1)C=NO (tetrahydropyran-4-ylmethylene)hydroxylamine